n-heptadecyltrimethoxysilane C(CCCCCCCCCCCCCCCC)[Si](OC)(OC)OC